benzyl ((R)-2-((4-acetamidophenethyl)amino)-4-phenylbutanoyl)-L-alaninate C(C)(=O)NC1=CC=C(CCN[C@@H](C(=O)N[C@@H](C)C(=O)OCC2=CC=CC=C2)CCC2=CC=CC=C2)C=C1